OC(COC=1C=C(C=2N(C1)N=CC2C#N)C=2C=NC(=CC2)N2CC1N(C(C2)C1)C(=O)[C@@H]1OCCC1)(C)C 6-(2-hydroxy-2-methylpropoxy)-4-(6-(6-((R)-tetrahydrofuran-2-carbonyl)-3,6-diazabicyclo[3.1.1]heptan-3-yl)pyridin-3-yl)pyrazolo[1,5-a]pyridine-3-carbonitrile